1,4-bis[4-(6-acryloxyhexyloxy)-3-methylbenzyloxy]-2-methylbenzene C(C=C)(=O)OCCCCCCOC1=C(C=C(COC2=C(C=C(C=C2)OCC2=CC(=C(C=C2)OCCCCCCOC(C=C)=O)C)C)C=C1)C